FN(S=O)F difluorosulfinamide